2-(pyrrolidin-1-yl)benzo[d]thiazol-6-yl sulfurofluoridate S(OC1=CC2=C(N=C(S2)N2CCCC2)C=C1)(=O)(=O)F